(2S)-1-{[4-methyl-2-(2-methylbiphenyl-3-yl)-1,3-benzothiazol-6-yl]methyl}piperidine-2-carboxylic acid CC1=CC(=CC2=C1N=C(S2)C=2C(=C(C=CC2)C2=CC=CC=C2)C)CN2[C@@H](CCCC2)C(=O)O